C[Si](CCOCCl)(C)C (β-(trimethylsilyl)ethoxy)methyl chloride